1-(1-oxo-5-((4-(pyrazin-2-yl)piperazin-1-yl)methyl)isoindolin-2-yl)dihydropyrimidine-2,4(1H,3H)-dione O=C1N(CC2=CC(=CC=C12)CN1CCN(CC1)C1=NC=CN=C1)N1C(NC(CC1)=O)=O